(R)-3-Methyl-3-{1-[7-(tetrahydro-furan-3-yloxy)-3,4,8,9b-tetraaza-cyclopenta[a]naphthalen-5-ylamino]-ethyl}-benzonitrile C[C@]1(CC(C#N)=CC=C1)C(C)NC1=NC=2N(C3=CN=C(C=C13)OC1COCC1)C=CN2